FCC1=C(C=C(C=C1)C12CC(CC(N1C(=O)N)C2)C)C2=NC=C(C=N2)F (4-(fluoromethyl)-3-(5-fluoropyrimidin-2-yl)phenyl)-3-methyl-6-azabicyclo[3.1.1]heptane-6-carboxamide